CC(C)C1=CC=C(C=C1)C1CCNCC1 4-[4-(propan-2-yl)phenyl]piperidine